CN1CCC(CC1)C=1SC(=CN1)NC(OC(C)(C)C)=O tert-butyl N-[2-(1-methyl-4-piperidyl)thiazol-5-yl]carbamate